(S)-3-(2-(2-(5,6,7,8-tetrahydro-1,8-naphthyridin-2-yl)ethyl)-2-azaspiro[3.3]heptane-6-carboxamido)-2-((2,4,6-trimethylphenyl)sulphonamido)propanoic acid N1=C(C=CC=2CCCNC12)CCN1CC2(C1)CC(C2)C(=O)NC[C@@H](C(=O)O)NS(=O)(=O)C2=C(C=C(C=C2C)C)C